ClC1=C(C(=O)NC(C(=O)O)CC2=CC=C(C=C2)OCCCC2=NC=3NCCCC3C=C2)C(=CC(=C1)C#N)Cl 2-(2,6-dichloro-4-cyanobenzamido)-3-(4-(3-(5,6,7,8-tetrahydro-1,8-naphthyridin-2-yl)propoxy)phenyl)propanoic acid